ClC1=C(C(=O)C2=CNC3=C2C2=C(NC([C@@]4(N2)CO[C@H](CC4)CO)=O)C=N3)C=CC(=C1)OC1=CC=CC=C1 (3S,6R)-9'-(2-Chloro-4-phenoxybenzoyl)-6-(hydroxymethyl)-4',5,6,7'-tetrahydro-2H,4H-spiro[pyran-3,2'-pyrrolo[3',2':5,6]pyrido[3,4-b]pyrazine]-3'(1'H)-one